O1C=2C(OCC1COCCCCS(=O)(=O)O)=CSC2 4-(2,3-dihydrothieno[3,4-b]-[1,4]dioxin-2-yl-methoxy)-1-butanesulfonic acid